[2-[3-(tert-butoxycarbonylamino)-propoxy]acetyl]oxylithium C(C)(C)(C)OC(=O)NCCCOCC(=O)O[Li]